ClC1=NC=CC(=N1)C(=O)N[C@H]1C[C@@H](N(CC1)C(=O)OC(C)(C)C)C tert-butyl (2S,4R)-4-[(2-chloropyrimidine-4-carbonyl)amino]-2-methyl-piperidine-1-carboxylate